C1(=CC=CC=C1)C=1C=CC=2C(=NC=C(N2)N2CC(OCC2)CN)N1 (4-(6-phenylpyrido[2,3-b]pyrazin-2-yl)morpholin-2-yl)methylamine